FC1=C(C=CC=C1)[N+](=O)[O-] 1-fluoro-nitrobenzene